(1r,4r)-4-(((5-(3'-amino-2-chloro-2'-methyl-[1,1'-biphenyl]-3-yl)-3-methoxypyrazin-2-yl)methyl)(methyl)amino)cyclohexane-1-carboxylic acid methyl ester COC(=O)C1CCC(CC1)N(C)CC1=NC=C(N=C1OC)C=1C(=C(C=CC1)C1=C(C(=CC=C1)N)C)Cl